N=1C=NN2C1C=CC=C2C(C)=O 1-([1,2,4]triazolo[1,5-a]pyridin-5-yl)ethan-1-one